6-methyl-5-(1-methyl-1H-imidazol-2-yl)-2-oxo-1-(3-trifluoromethylphenyl)-1,2-dihydro-pyridine-3-carboxylic acid 4-methanesulfonyl-benzylamide CS(=O)(=O)C1=CC=C(CNC(=O)C=2C(N(C(=C(C2)C=2N(C=CN2)C)C)C2=CC(=CC=C2)C(F)(F)F)=O)C=C1